5-Butyl-1,4-cyclooctandiol C(CCC)C1C(CCC(CCC1)O)O